Cl.ClCOC(=O)N1CCC(CC1)N1CCCCC1 [1,4'-bipiperidine]-1'-carboxylic acid chloromethyl ester hydrochloride